(2R,5S)-tert-butyl 2-(2-cyanoquinolin-7-yl)-5-methylpiperidine-1-carboxylate C(#N)C1=NC2=CC(=CC=C2C=C1)[C@@H]1N(C[C@H](CC1)C)C(=O)OC(C)(C)C